(E)-4-(ethoxymethyl)-4-phenethylpiperidine C(C)OCC1(CCNCC1)CCC1=CC=CC=C1